C(C=C)N1NNC=C1 N-prop-2-enyl-2H-triazole